C1=CC=CC=2C3=CC=CC=C3C(C12)COC(=O)N1CC2=CC(=C(C=C2CC1)C1=CC(=C(N1C)C)C(=O)O)C(=O)N1CC2=CC=CC=C2C[C@H]1CN1CCOCC1 5-[2-(9H-fluoren-9-ylmethoxycarbonyl)-7-[(3S)-3-(morpholinomethyl)-3,4-dihydro-1H-isoquinoline-2-carbonyl]-3,4-dihydro-1H-isoquinolin-6-yl]-1,2-dimethyl-pyrrole-3-carboxylic acid